C(=CC)CCOCCCCCCCCCC 1-propenyl-2-decyloxyethane